methyl 2-(1-tert-butoxycarbonyl pyrrolidin-3-yl)-1,2,4-triazole-3-carboxylate C(C)(C)(C)OC(=O)N1CC(CC1)N1N=CN=C1C(=O)OC